2,4-dimethoxybenzyl isocyanate COC1=C(CN=C=O)C=CC(=C1)OC